2-chloro-6-(1-cyanocyclopropyl)-N-[1-(3-pyrazin-2-ylpyrazin-2-yl)ethyl]Pyridine ClC1N(C(=CC=C1)C1(CC1)C#N)C(C)C1=NC=CN=C1C1=NC=CN=C1